C(C)(C)(C)OC(=O)N1CCC(=CC1)C1=CC=C(C=C1)NC(=O)C12CC(C1)(C2)C(NC2=CC=C(C=C2)CCNC(=O)OC(C)(C)C)=O 4-[4-({3-[4-(2-tert-butoxycarbonylamino-ethyl)-phenylcarbamoyl]-bicyclo[1.1.1]pentane-1-carbonyl}-amino)-phenyl]-3,6-dihydro-2H-pyridine-1-carboxylic acid tert-butyl ester